tert-butyl-paraben C(C)(C)(C)OC(=O)C1=CC=C(O)C=C1